(+)-trans-Fluoromethyl-2-ethyl-2-{[6-{[2-(hydroxymethyl)cyclopropyl]methoxy}-5-(3-methoxyazetidin-1-yl)pyridin-2-carbonyl]amino}butanoat FCOC(C(CC)(NC(=O)C1=NC(=C(C=C1)N1CC(C1)OC)OC[C@H]1[C@@H](C1)CO)CC)=O